bis(4-(diethylamino)phenyl)methanone C(C)N(C1=CC=C(C=C1)C(=O)C1=CC=C(C=C1)N(CC)CC)CC